[Ru+2].N1=C(C=CC=C1)C1=NC=CC=C1 bipyridine ruthenium (II)